4-(2-(3-cyano-2-cyclopropyl-6-methoxy-1H-pyrrolo[3,2-c]pyridin-7-yl)-1H-benzo[d]imidazol-5-yl)piperidine-1-carboxylate C(#N)C1=C(NC2=C1C=NC(=C2C2=NC1=C(N2)C=CC(=C1)C1CCN(CC1)C(=O)[O-])OC)C1CC1